ethyl 2-[(4-amino-2-tert-butylpyridin-3-yl)oxy]acetate NC1=C(C(=NC=C1)C(C)(C)C)OCC(=O)OCC